CS(=O)(=O)O.CC1=C(C(=O)NC2=CC(=CC(=C2)C(F)(F)F)N2N=C(N=C2)C)C=CC=C1C#CC=1C=NC=2N(C1)N=CC2 methyl-N-(3-(3-methyl-1H-1,2,4-triazol-1-yl)-5-(trifluoromethyl)phenyl)-3-(2-(pyrazolo[1,5-a]pyrimidin-6-yl)ethynyl)benzamide methanesulfonate